ClC=1C=CC(=NC1)[C@@]1(OC2=C(C=CC=C2C=C1)C1CCN(CC1)CC1=NC=2C(=NC(=CC2)C(=O)OC)N1C[C@H]1OCC1)[2H] Methyl 2-((4-((R)-2-(5-chloropyridin-2-yl)-2H-chromen-8-yl-2-d) piperidin-1-yl) methyl)-3-(((S)-oxetan-2-yl) methyl)-3H-imidazo[4,5-b]pyridine-5-carboxylate